O(C1=CC=CC=C1)CC1=CC(=NC=C1)CN [4-(phenoxymethyl)-2-pyridinyl]methylamine